3,5-Dimethyl-4-bromopyrazoleacetophenone CC1(N=NC(=C1Br)C)CC(=O)C1=CC=CC=C1